(2S,3R,4S,5R,6R)-2-(5-fluoro-2-((2,3,5,6-tetrafluorophenoxy)methyl)phenoxy)-6-(hydroxymethyl)tetrahydro-2H-pyran-3,4,5-triol FC=1C=CC(=C(O[C@@H]2O[C@@H]([C@@H]([C@@H]([C@H]2O)O)O)CO)C1)COC1=C(C(=CC(=C1F)F)F)F